1-Propyl-3-methyl-imidazolium bis(trifluoromethylsulfonyl)imide [N-](S(=O)(=O)C(F)(F)F)S(=O)(=O)C(F)(F)F.C(CC)N1C=[N+](C=C1)C